[Na+].C(C)C1=C(C(=O)[O-])C=CC(=C1)C(=O)[O-].[Na+] monoethylterephthalic acid sodium salt